methyl (E)-4-chloro-4-oxo-but-2-enoate ClC(/C=C/C(=O)OC)=O